C(C)NN(C(OC1=C(C(=C(C=C1)Cl)Cl)I)=O)NCC 3,4-dichloro-2-iodophenyl N,N-diethylaminocarbamate